COC=1C(=C2C=CNC2=C(C1)C)CN1C(CC(CC1)OCC(F)(F)F)C1=CC=C(C(=O)O)C=C1 4-(1-((5-methoxy-7-methyl-1H-indol-4-yl)methyl)-4-(2,2,2-trifluoroethoxy)piperidin-2-yl)benzoic acid